(3S,4S) or (3R,4R)-4-(4-(6-chloro-2-((5-chloro-1-(methyl-d3)-1H-pyrazol-4-yl)amino)quinazolin-7-yl)piperidin-1-yl)-4-methyltetrahydrofuran-3-ol ClC=1C=C2C=NC(=NC2=CC1C1CCN(CC1)[C@@]1([C@@H](COC1)O)C)NC=1C=NN(C1Cl)C([2H])([2H])[2H] |o1:17,18|